1-(4-bromo-1H-pyrrol-2-yl)-N-(2,4-dimethoxybenzyl)methylamine BrC=1C=C(NC1)CNCC1=C(C=C(C=C1)OC)OC